BrC1=CC=C(C=N1)C(C(F)(F)F)O 1-(6-bromopyridin-3-yl)-2,2,2-trifluoroethanol